6-((1R,2R)-2-aminocyclohexyl)-2,7-dichloro-5-(difluoromethyl)-N-(furan-2-ylmethyl)-5H-pyrrolo[3,2-d]pyrimidin-4-amine N[C@H]1[C@@H](CCCC1)C1=C(C=2N=C(N=C(C2N1C(F)F)NCC=1OC=CC1)Cl)Cl